O=C1N(CC2=C3C(=CC=C12)C1(CCN(CC1)CC1(CCC1)C1=CC=CC=C1)CO3)C3C(NC(CC3)=O)=O 3-(6-oxo-1'-((1-phenylcyclobutyl)methyl)-6,8-dihydro-2H,7H-spiro[furo[2,3-e]isoindole-3,4'-piperidin]-7-yl)piperidine-2,6-dione